N1(CCCCC1)C(COCCN(CC(C)C)C)C 2-[2-(1-piperidinyl)propoxy]ethyl-N-methyl-N-(iso-butyl)-amine